N-(3-Trimethoxysilylpropyl)-4,5-dihydroimidazol CO[Si](CCCN1C=NCC1)(OC)OC